3-(3-fluorobenzylidene)pyrrolidine-2,5-dione FC=1C=C(C=C2C(NC(C2)=O)=O)C=CC1